N-((1,2-dihydro-4,6-dimethyl-2-oxopyridin-3-yl)methyl)-1-isopropyl-1H-indazole-4-carboxamide CC1=C(C(NC(=C1)C)=O)CNC(=O)C=1C=2C=NN(C2C=CC1)C(C)C